CC1([C@H]2CC3=C(C(=C(N=C3[C@@H]1C2)N2CC1(CN(C1)C(C=C)=O)CC2)C#N)C=2C=CC=C1C=C(NC21)C(F)(F)F)C (1R,9R)-10,10-dimethyl-4-(2-(2-propenoyl)-2,6-diazaspiro[3.4]octan-6-yl)-6-(2-(trifluoromethyl)-1H-indol-7-yl)-3-azatricyclo[7.1.1.02,7]undeca-2,4,6-triene-5-carbonitrile